chloro-3',6'-dimethyl-3,4'-bipyridine ClC1=NC=CC=C1C1=C(C=NC(=C1)C)C